C(C)(C)=C1C2=C(N=C(N1)Cl)N(C(=C2)C=O)C2CCCC2 (4-isopropyl-1-yl)(2-chloro-7-cyclopentyl-7H-pyrrolo[2,3-d]pyrimidin-6-yl)methanone